tert-butyl (1-(4-amino-2-(trifluoromethyl)benzyl)piperidin-4-yl)(methyl)carbamate NC1=CC(=C(CN2CCC(CC2)N(C(OC(C)(C)C)=O)C)C=C1)C(F)(F)F